C(C)(C)(C)OC(NCC(C)(SSC1=CC=C(C=C1)COC(=O)OC1=CC=C(C=C1)[N+](=O)[O-])C)=O tert-butyl(2-methyl-2-((4-((((4-nitrophenoxy)carbonyl)oxy)methyl)phenyl)disulfanyl)propyl)carbamate